Dibutylstannanediyl diacetate C(C)(=O)O[Sn](CCCC)(CCCC)OC(C)=O